7-bromo-2-phenyl-1,3-benzothiazole BrC1=CC=CC=2N=C(SC21)C2=CC=CC=C2